COC1=NC=CC(=C1)C=1C(=NC(=CN1)C(F)(F)F)NC(=O)N=[S@@](=O)(N)C=1C=NN2C1OCC(C2)(C)C (S)-N'-((3-(2-methoxypyridin-4-yl)-6-(trifluoromethyl)pyrazin-2-yl)carbamoyl)-6,6-dimethyl-6,7-dihydro-5H-pyrazolo[5,1-b][1,3]oxazine-3-sulfonimidamide